CC1CO1 2,3-propylene oxide